BrC1=CC(=C(C=C1Br)OCCOCCOCCOC)OCCC 4,5-dibromo-2-propoxy-1-(1,4,7,10-tetraoxaundecyl)benzene